BrC1=C(N(C2=NC=C3C(=C21)C2(CCN(CC2)C(=O)OC(C)(C)C)C(N3C)=O)S(=O)(=O)C3=CC=CC=C3)C=3C=NN(C3)C tert-Butyl 1-bromo-6-methyl-2-(1-methyl-1H-pyrazol-4-yl)-7-oxo-3-(phenylsulfonyl)-6,7-dihydro-3H-spiro[dipyrrolo[2,3-b:3',2'-d]pyridine-8,4'-piperidin]-1'-carboxylate